ClC1=C(C=CC=C1)CC(=O)NC1=CC(=C(C=C1)COC=1C=NN(C1)CC1CC1)S(N)(=O)=O 2-(2-chlorophenyl)-N-(4-(((1-(cyclopropylmethyl)-1H-pyrazol-4-yl)oxy)methyl)-3-sulfamoylphenyl)acetamide